2-amino-9-((2R,4aR,6R,7aS)-2-(((4R,5R)-5-((2-methylbenzyl)oxy)-1,2-dithian-4-yl)oxy)-2-oxidotetrahydro-4H-furo[3,2-d][1,3,2]dioxaphosphinin-6-yl)-1,9-dihydro-6H-purine-6-thione NC=1NC(C=2N=CN(C2N1)[C@H]1C[C@@H]2O[P@](OC[C@H]2O1)(=O)O[C@H]1CSSC[C@@H]1OCC1=C(C=CC=C1)C)=S